BrC1=CN(C=2C=CC=C(C12)C#N)[Si](C(C)C)(C(C)C)C(C)C 3-bromo-1-(triisopropylsilyl)-1H-indole-4-carbonitrile